NC1=CC2=C(OCCN(S2(=O)=O)C2=CC=CC=C2)C=C1 8-amino-2-phenyl-3,4-dihydro-2H-benzo[b][1,4,5]oxathiazepine 1,1-dioxide